2-Benzyl-6-chloro-5-(2-methoxyphenoxy)pyrimidin-4-amine C(C1=CC=CC=C1)C1=NC(=C(C(=N1)N)OC1=C(C=CC=C1)OC)Cl